N[C@H](C(=O)O)CCCCNC(=O)OCC1=CC(OC2=CC(=CC=C12)O)=O (S)-2-Amino-6-((((7-hydroxy-2-oxo-2H-chromen-4-yl)methoxy)carbonyl)amino)hexanoic acid